(+/-)-1-benzyl-N5-((trans)-2-methoxycyclobutyl)-N3-methyl-2-oxo-1,2-dihydropyridine-3,5-dicarboxamide C(C1=CC=CC=C1)N1C(C(=CC(=C1)C(=O)N[C@H]1[C@@H](CC1)OC)C(=O)NC)=O |r|